C(C1=CC=CC=C1)NC(CC1=NC=C(C=C1)C=1C=CC2=C(C[C@H](O2)CN2CCOCC2)C1)=O (S)-N-benzyl-2-(5-(2-(morpholinomethyl)-2,3-dihydrobenzofuran-5-yl)pyridin-2-yl)acetamide